C(CCCCCCC)C(CCCCCCCC)OC(CCCCCCCOC(=O)[C@H]1N(CC(C1)OC(CCN(C)C)=O)CCCCCC(=O)OCCCCCCCCC(C)C)=O [8-(1-octylnonoxy)-8-oxo-octyl](2S)-4-[3-(dimethylamino) propanoyloxy]-1-[6-(9-methyldecoxy)-6-oxo-hexyl]pyrrolidine-2-carboxylate